FC1=C(C=CC=C1F)C1=CC=C(N=N1)NC1[C@@H]2CN(C[C@H]12)CC1CCOCC1 (1R,5S,6s)-N-[6-(2,3-difluorophenyl)pyridazin-3-yl]-3-(tetrahydropyran-4-ylmethyl)-3-azabicyclo[3.1.0]hexan-6-amine